C(C1=CC=CC=C1)(C1=CC=CC=C1)N1CC(C1)(C(=O)O)C1=C(C=CC=C1)C(=C)C 1-benzhydryl-3-(2-(prop-1-en-2-yl)phenyl)azetidine-3-carboxylic acid